ClC1=C(NC)C=CC(=C1)SC1=CC=CC=C1 2-chloro-N-methyl-4-phenylthioaniline